4-Pentynoate C(CCC#C)(=O)[O-]